2-amino-3-chloro-5-pentyl-1,4-naphthoquinone NC=1C(C2=CC=CC(=C2C(C1Cl)=O)CCCCC)=O